5-fluoro-4-iodo-6-(trifluoromethyl)pyridin-3-amine FC=1C(=C(C=NC1C(F)(F)F)N)I